ClC1=C(C(N(N=C1)CC1=CC=C(C=C1)OC)=O)C(F)(F)F 5-chloro-2-[(4-methoxyphenyl)methyl]-4-(trifluoromethyl)-2H,3H-1,2-diazin-3-one